2-(dimethylamino)-N-(3-methoxy-4-nitrophenyl)-N-methylacetamide CN(CC(=O)N(C)C1=CC(=C(C=C1)[N+](=O)[O-])OC)C